3-(chloromethyl)-1-isopropyl-4-methyl-1H-pyrazole ClCC1=NN(C=C1C)C(C)C